BrC=1C=C2C(=C3C(N(C(C13)(O)C1=C(C=CC(=C1)F)Cl)CC1=CC=C(C=C1)OC)=O)N=CS2 5-bromo-6-(2-chloro-5-fluorophenyl)-6-hydroxy-7-[(4-methoxyphenyl)methyl]-7,8-dihydro-6H-[1,3]thiazolo[4,5-e]isoindol-8-one